ClC=1C=C(C=C(C1)Cl)C(C)(C)NC(=O)[C@@H]1CN[C@@H](CO1)CO (2S,5R)-N-(2-(3,5-dichlorophenyl)propan-2-yl)-5-(hydroxymethyl)morpholine-2-carboxamide